COC=1C=C(OCC(=O)N(CC=2SC=CC2)C=2C=NC=CC2)C=CC1 2-(3-methoxyphenoxy)-N-(pyridin-3-yl)-N-(thiophen-2-ylmethyl)acetamide